Manganous Oxide [O-2].[Mn+2]